(3R,4S)-1-(3,3-difluorocyclopentanecarbonyl)-4-fluoropyrrolidin FC1(CC(CC1)C(=O)N1CC[C@@H](C1)F)F